ClC1=C(C=C2C(N(C(=NC2=C1)CCCCN(C(OC(C)(C)C)=O)C)CC(C)(C)C)=O)C(F)(F)F tert-butyl (4-(7-chloro-3-neopentyl-4-oxo-6-(trifluoromethyl)-3,4-dihydroquinazolin-2-yl)butyl)(methyl)carbamate